C[C@H]1N([C@H](CN(C1)C1=NC=CC(=C1)B1OC(C(O1)(C)C)(C)C)C)CCN1CCN(CC1)C(=O)OC(C)(C)C tert-butyl 4-(2-((2R,6S)-2,6-dimethyl-4-(4-(4,4,5,5-tetramethyl-1,3,2-dioxaborolan-2-yl)pyridin-2-yl)piperazin-1-yl)ethyl)piperazine-1-carboxylate